cobalt tri(triphenylphosphine) chloride [Cl-].C1(=CC=CC=C1)P(C1=CC=CC=C1)C1=CC=CC=C1.C1(=CC=CC=C1)P(C1=CC=CC=C1)C1=CC=CC=C1.C1(=CC=CC=C1)P(C1=CC=CC=C1)C1=CC=CC=C1.[Co+2].[Cl-]